(S)-N-(3-fluoro-4-(methylsulfonyl)phenyl)-1-(2-hydroxyethyl)-4-methyl-5-(2-(trifluoromethyl)phenyl)-1H-pyrrole-3-carboxamide FC=1C=C(C=CC1S(=O)(=O)C)NC(=O)C1=CN(C(=C1C)C1=C(C=CC=C1)C(F)(F)F)CCO